(E)-N-benzyl-4-cyclohexylbut-3-en-2-amine C(C1=CC=CC=C1)NC(C)\C=C\C1CCCCC1